FC(CN1C(NC(C(=C1)F)=O)=O)F 3-(2,2-difluoroethyl)-5-fluoro-2,6-dioxo-3,6-dihydropyrimidine